5-(chloromethyl)-4-methyl-2,4-dihydro-3H-1,2,4-triazol-3-one ClCC=1N(C(NN1)=O)C